NC(CN1CCC(CC1)C(=O)N1CCN(CC1)C(=O)C1=C(C=C(C=C1)NC(=O)C=1N(C(=CN1)Br)C)Cl)=O N-[4-[4-[1-(2-amino-2-oxo-ethyl)piperidine-4-carbonyl]piperazine-1-carbonyl]-3-chloro-phenyl]-5-bromo-1-methyl-imidazole-2-carboxamide